3-[(4-fluorophenoxy)methyl]-1H-1,2,4-triazol-5(4H)-one FC1=CC=C(OCC2=NNC(N2)=O)C=C1